(R)-N-(4-fluoro-5-((3-((5-fluoropyrimidin-2-yl)methyl)piperidin-1-yl)methyl)thiazol-2-yl)acetamide FC=1N=C(SC1CN1C[C@H](CCC1)CC1=NC=C(C=N1)F)NC(C)=O